4-Methoxyisoxazole-3-carboxylic acid COC=1C(=NOC1)C(=O)O